N-(4-chlorobenzylidene)-4-methylaniline ClC1=CC=C(C=NC2=CC=C(C=C2)C)C=C1